2-chloroacetyl-glutarate ClCC(=O)OC(CCCC(=O)[O-])=O